azidoornithine N(=[N+]=[N-])N[C@@H](CCCN)C(=O)O